FC=1C(=C(C=CC1F)C1CCN(CC1)C(=O)C1=NNC=2CN(CCC21)C(=O)NC)C(F)(F)F 3-(4-(3,4-difluoro-2-(trifluoromethyl)phenyl)piperidine-1-carbonyl)-N-methyl-1,4,5,7-tetrahydro-6H-pyrazolo[3,4-c]pyridine-6-carboxamide